7-amino-8-fluoroacenaphthylen-1(2H)-one NC=1C=C2C=CC=C3CC(C(C1F)=C32)=O